(cis)-3-((4-(2-(ethoxymethoxy)-4-ethynylphenyl)-5,6,7,8-tetrahydrophthalazin-1-yl)amino)-1-methylcyclobutan C(C)OCOC1=C(C=CC(=C1)C#C)C1=NN=C(C=2CCCCC12)N[C@H]1C[C@H](C1)C